(6-fluoro-4-methylpyridin-3-yl)ethan-1-ol FC1=CC(=C(C=N1)C(C)O)C